C(C)(=O)C1=CN(C2=C(C=C(C=C12)C=1C=NC(=NC1)C)C)CC(=O)N1[C@@H]2C[C@@]2(C[C@H]1C(=O)N[C@H](C)C(=C(C)C)F)C (1R,3S,5R)-2-(2-(3-acetyl-7-methyl-5-(2-methylpyrimidin-5-yl)-1H-indol-1-yl)acetyl)-N-((R)-3-fluoro-4-methylpent-3-en-2-yl)-5-methyl-2-azabicyclo[3.1.0]hexane-3-carboxamide